2-(4-((3,3-difluoro-2'-oxospiro[cyclobutane-1,3'-indolin]-5'-yl)methyl)-3,5-dimethylphenyl)-3,5-dioxo-2,3,4,5-tetrahydro-1,2,4-triazine-6-carbonitrile FC1(CC2(C(NC3=CC=C(C=C23)CC2=C(C=C(C=C2C)N2N=C(C(NC2=O)=O)C#N)C)=O)C1)F